C1(CC1)C=1C(=CC=2N(N1)C(=CN2)C=2C=C1C(=C(N2)N[C@H]2CNCCC2)NN=C1)OC (R)-5-(6-cyclopropyl-7-methoxyimidazo[1,2-b]pyridazin-3-yl)-N-(piperidin-3-yl)-1H-pyrazolo[3,4-c]pyridin-7-amine